ethyl 3,5-difluoropyridine-2-carboxylate FC=1C(=NC=C(C1)F)C(=O)OCC